(6,8-Dimethyl-1,3,4,5-tetrahydropyrido[4,3-b]indol-2-yl)-[5-(trifluoromethyl)-1H-pyrazol-3-yl]methanon CC1=CC(=CC=2C3=C(NC12)CCN(C3)C(=O)C3=NNC(=C3)C(F)(F)F)C